C(C1=C(C=C(C=C1C)N1C(C=CC1=O)=O)CC)C1=C(C=C(C=C1C)N1C(C=CC1=O)=O)CC 1,1'-[methylenebis(2-ethyl-6-methyl-1,4-phenylene)]bis(1H-pyrrole-2,5-dione)